1-(4Z,7Z,10Z,13Z,16Z,19Z-docosahexaenoyl)-2-(9Z-hexadecenoyl)-glycero-3-phosphocholine CCCCCC/C=C\CCCCCCCC(=O)O[C@H](COC(=O)CC/C=C\C/C=C\C/C=C\C/C=C\C/C=C\C/C=C\CC)COP(=O)([O-])OCC[N+](C)(C)C